2'-deoxyuridine 5'-triphosphate P(O)(=O)(OP(=O)(O)OP(=O)(O)O)OC[C@@H]1[C@H](C[C@@H](O1)N1C(=O)NC(=O)C=C1)O